C(CCCCCCCCCCC)NC1C(=O)NCCCC1 monododecylaminocaprolactam